FC(C(COC1=NNC=C1)(C)C)(F)F 3-(3,3,3-trifluoro-2,2-dimethyl-propoxy)-1H-pyrazole